BrC1=C(C(=CC2=C(N(N=C12)C)\C=C\OCC)[N+](=O)[O-])C(=O)C1=C(C=CC(=C1)F)Cl (E)-(7-bromo-3-(2-ethoxyvinyl)-2-methyl-5-nitro-2H-indazol-6-yl)(2-chloro-5-fluorophenyl)methanone